BrC1=CC=C(C=C1)C=1N(C2=NC=NC(=C2C1)N1C2COCC1CC2)COCC[Si](C)(C)C [2-({2-(p-bromophenyl)-4-(3-oxa-8-azabicyclo[3.2.1]oct-8-yl)-1H-1,5,7-triazainden-1-yl}methoxy)ethyl]tris(methyl)silane